COC(=O)C1CCN(CC1)C1CCC2=CC(=CC=C12)C1=CC(=C(C=C1)C1CC1)Cl 1-(5-(3-chloro-4-cyclopropylphenyl)-2,3-dihydro-1H-inden-1-yl)piperidine-4-carboxylic acid methyl ester